ClC1=CC(=C(N=N1)C(=O)NC([2H])([2H])[2H])NC1=C(C=C(C=C1)N1N=C(N=N1)C)OC(F)(F)F 6-chloro-N-(methyl-d3)-4-((4-(5-methyl-2H-tetrazol-2-yl)-2-(trifluoromethoxy)phenyl)amino)pyridazine-3-carboxamide